methyl (2S,4R)-1-{3-[(tert-butyldimethylsilyl) oxy]-2-methylidenebutyl}-4-fluoropyrrolidine-2-carboxylate [Si](C)(C)(C(C)(C)C)OC(C(CN1[C@@H](C[C@H](C1)F)C(=O)OC)=C)C